5-amino-2-((2,4-dioxo-3,4-dihydroquinazolin-1(2H)-yl)methyl)isonicotinic acid NC1=CN=C(C=C1C(=O)O)CN1C(NC(C2=CC=CC=C12)=O)=O